(R)-2-oxo-1-phenyl-2-((4-(trifluoromethyl)phenyl)amino)ethyl 3-amino-6-(1-(piperidin-4-yl)-1H-pyrazol-4-yl)pyrazine-2-carboxylate hydrochloride Cl.NC=1C(=NC(=CN1)C=1C=NN(C1)C1CCNCC1)C(=O)O[C@@H](C(NC1=CC=C(C=C1)C(F)(F)F)=O)C1=CC=CC=C1